C(CCCCCCCCC)C12CCC(C3C4C=CC(C13)C4)C2 decyl-1,2,3,4,4a,5,8,8a-octahydro-1,4:5,8-dimethanonaphthalene